(2-amino-5-methoxyphenyl)(4-benzhydrylpiperazin-1-yl)methanone NC1=C(C=C(C=C1)OC)C(=O)N1CCN(CC1)C(C1=CC=CC=C1)C1=CC=CC=C1